(R)-7-(4-bromo-3-(trifluoromethyl)benzoyl)-3-(4-((R)-2,3-dihydroxypropoxy)phenyl)-2-(3,5-dimethyl-1H-pyrazol-1-yl)-6-methyl-5,6,7,8-tetrahydropyrido[3,4-d]pyrimidin-4(3H)-one BrC1=C(C=C(C(=O)N2CC=3N=C(N(C(C3C[C@H]2C)=O)C2=CC=C(C=C2)OC[C@@H](CO)O)N2N=C(C=C2C)C)C=C1)C(F)(F)F